OC1CC(N(C1)C([C@H](C(C)(C)C)N1N=NC(=C1)C(CC1=CC=CC=C1)O)=O)C(=O)NC 4-hydroxy-1-[(2S)-2-[4-(1-hydroxy-2-phenyl-ethyl)triazol-1-yl]-3,3-dimethyl-butyryl]-N-methyl-pyrrolidine-2-carboxamide